P(O)(=O)(OP(=O)(O)OP(=O)(O)O)OC[C@@H]1[C@H](C[C@@](O1)(N1C(=O)N=C(N)C=C1)N=[N+]=[N-])O azido-2'-deoxycytidine-5'-triphosphate